BrC=1C2=C(SC1)C(C=C2)=O 3-bromo-cyclopenta[2,3-b]thiophen-6-one